N[S@](=NC(CC1=C(C(=CC=C1C(C)C)F)C(C)C)=O)(=O)C1=NC=C(C=C1)CN(C)C (R)-N-(amino(5-((dimethylamino)methyl)pyridin-2-yl)(oxo)-λ6-sulfaneylidene)-2-(3-fluoro-2,6-diisopropylphenyl)acetamide